O1C(C=CC=C1)O (2H)-2-pyranol